(2-ethylhexanoyl) (t-butyl) peroxide C(C)(C)(C)OOC(C(CCCC)CC)=O